C(CCCCCC)OCOCCCC(CC(CC(C)I)C)C 8-iodo-4,6-dimethylnonyl heptyloxymethyl ether